furanmethanamine dipropionate C(CC)(=O)O.C(CC)(=O)O.O1C(=CC=C1)CN